O(S(=O)(=O)C(F)(F)F)C1=NN2C(C=CC(=C2)F)=C1 6-Fluoropyrazolo[1,5-a]pyridin-2-yl triflate